FC1=C(C=CC(=C1)O)NC(OC(C)(C)C)=O tert-butyl (2-fluoro-4-hydroxyphenyl)carbamate